((6-Chloropyridin-3-yl)oxy)-N,N-diethyl-5-nitrobenzamide ClC1=CC=C(C=N1)OC1=C(C(=O)N(CC)CC)C=C(C=C1)[N+](=O)[O-]